[6-[3-(3,3-difluorocyclobutyl)-1H-1,2,4-triazol-5-yl]-2-azaspiro[3.3]heptan-2-yl]-[6-[3-(methylsulfonimidoyl)benzyl]-2-azaspiro[3.3]heptan-2-yl]methanone FC1(CC(C1)C1=NNC(=N1)C1CC2(CN(C2)C(=O)N2CC3(C2)CC(C3)CC3=CC(=CC=C3)S(=O)(=N)C)C1)F